Cl.ClC1=CC=C(C=C1)NC1N(C(=NC(=N1)N)N1CCCC1)C1=CC(=CC=C1)OC N-(4-Chlorophenyl)-N1-(3-methoxyphenyl)-6-pyrrolidin-1-yl-[1,3,5]triazine-2,4-diamine hydrochloride